CC1=C(C=C(C=C1)NC(C1=NC(=CC=C1)C(F)(F)F)=O)[N+](=O)[O-] N-(4-methyl-3-nitrophenyl)-6-(trifluoromethyl)picolinamide